4'-(difluoromethyl)-4,6-dimorpholino-[2,5'-bipyrimidin]-2'-amine FC(C1=NC(=NC=C1C1=NC(=CC(=N1)N1CCOCC1)N1CCOCC1)N)F